C(C)CC(=O)[O-].C(C)CC(=O)[O-].[Ti+2] titanium bis(ethyl acetate)